CN1C(=NN=C1)C1=C(C=CC=C1)C1=CC(=CC=C1)N1C(C2=CC(=CC(=C2C1)C(F)(F)F)COC1CCOCC1)=O 2-(2'-(4-Methyl-4H-1,2,4-triazol-3-yl)-[1,1'-biphenyl]-3-yl)-6-(((tetrahydro-2H-pyran-4-yl)oxy)methyl)-4-(trifluoromethyl)isoindolin-1-one